C(C=C)C1(C(=O)O)C(C(=O)O)C(=CC=C1)CC=C.OCC(O)CO glycerol 1,3-diallyl-phthalate